C(C)N(S(=O)(=O)C=1C=NC=C(C1)N1CCCC1)[C@H](C(F)(F)F)C1=CC=C(C=C1)F (S)-N-ethyl-5-(pyrrolidin-1-yl)-N-(2,2,2-trifluoro-1-(4-fluorophenyl)ethyl)pyridine-3-sulfonamide